CN1CCN(CC1)C(CN1N=CC(=C1)NC1=NN2C(C(=CC=C2)N2CC(C2)(N2N=CC=C2)CC#N)=N1)=O 2-[1-[2-[[1-[2-(4-methylpiperazin-1-yl)-2-oxo-ethyl]pyrazol-4-yl]amino]-[1,2,4]triazolo[1,5-a]pyridin-8-yl]-3-pyrazol-1-yl-azetidin-3-yl]acetonitrile